C(C)(C)(C)OC(=O)N1CC2=CC=CC(=C2CC1)N 5-amino-3,4-dihydroisoquinoline-2(1H)-carboxylic acid tert-butyl ester